3-difluoromethyl-1-methyl-1H-pyrazole-4-carboxylic acid [2-(2,4,6-trichloro-3-trifluoromethylphenyl)-1-methyl-ethyl]-methoxy-amide ClC1=C(C(=CC(=C1C(F)(F)F)Cl)Cl)CC(C)N(C(=O)C=1C(=NN(C1)C)C(F)F)OC